FC(C1=C(C(=NC=C1)OC)N1CCC(CC1)N1C(N(C=2C([C@H]1C)=CNN2)CC2=C(C=CC=C2)C(F)(F)F)=O)F (R)-5-(4'-difluoromethyl-2'-methoxy-3,4,5,6-tetrahydro-2H-[1,3']bipyridinyl-4-yl)-4-methyl-7-(2-trifluoromethyl-benzyl)-2,4,5,7-tetrahydro-pyrazolo[3,4-d]pyrimidin-6-one